COC(=O)C1=C(C=NC=C1)NCC1CCC2=CC(=CC=C12)Br 3-{[(5-bromo-2,3-dihydro-1H-inden-1-yl)methyl]amino}pyridine-4-carboxylic acid methyl ester